N-(3-(3,4-DIHYDROQUINOLIN-1(2H)-YL)PHENYL)-[1,1'-BIPHENYL]-4-SULFONAMIDE N1(CCCC2=CC=CC=C12)C=1C=C(C=CC1)NS(=O)(=O)C1=CC=C(C=C1)C1=CC=CC=C1